N-[(1S)-3-methyl-1-[[(1S)-1-(nitrosomethyl)-2-[(3S)-2-oxopyrrolidin-3-yl]ethyl]carbamoyl]butyl]-1H-benzimidazole-2-carboxamide CC(C[C@@H](C(N[C@@H](C[C@H]1C(NCC1)=O)CN=O)=O)NC(=O)C1=NC2=C(N1)C=CC=C2)C